BrC1=CC=C(C=C1)C(C=O)CC1=CC=CC=C1 2-(4-bromophenyl)-3-phenylpropanal